NC1CCN(CC1)CCC[C@H](C(C)C)N1CC(C1)C=1C=C(C=2N(C1)C(=NC2)C)C2=C(C(=O)N(C(C)C)CC)C=C(C=C2)F 2-(6-{1-[(3R)-6-(4-aminopiperidin-1-yl)-2-methylhexan-3-yl]azetidin-3-yl}-3-methylimidazo[1,5-a]pyridin-8-yl)-N-ethyl-5-fluoro-N-(isopropyl)benzamide